C(C)OP(OCC)(=O)[N@@]1C(C1)C (S)-(2-methylaziridin-1-yl)phosphonic acid diethyl ester